(Z)-5-((5-phenylpyridin-3-yl)methylene)thiazolidine-2,4-dione methyl-2-(benzyloxycarbonylamino)-2-(4,4-difluorocyclohexyl)acetate COC(C(C1CCC(CC1)(F)F)NC(=O)OCC1=CC=CC=C1)=O.C1(=CC=CC=C1)C=1C=C(C=NC1)\C=C/1\C(NC(S1)=O)=O